(2S,3S)-3-((2-(5-fluoro-1H-pyrrolo[2,3-b]pyridin-3-yl)-6-(2-phenylethynyl)pyrimidin-4-yl)amino)bicyclo[2.2.2]octane-2-carboxylic acid FC=1C=C2C(=NC1)NC=C2C2=NC(=CC(=N2)N[C@@H]2[C@H](C1CCC2CC1)C(=O)O)C#CC1=CC=CC=C1